(R)-4-(3-(4,4,5,5-Tetramethyl-1,3,2-dioxaborolan-2-yl)phenyl)-5,6-dihydro-4H-cyclopenta[d]thiazol-4-ol CC1(OB(OC1(C)C)C=1C=C(C=CC1)[C@@]1(CCC2=C1N=CS2)O)C